Chloropurin ClC1=NC=C2NC=NC2=N1